NC1=C(C(=NN1C(C(C)(C)C)C(F)(F)F)C1=CC=C(C=C1)Br)C#N 5-amino-3-(4-bromophenyl)-1-[2,2-dimethyl-1-(trifluoromethyl)propyl]pyrazole-4-carbonitrile